CC=1C=C(N)C=CC1N1CCN(CC1)C 3-methyl-4-(4-methyl-piperazin-1-yl)-aniline